CC1(OB(OC1(C)C)C=1N=C(C2=CC=CC=C2C1)C1=CC=CC2=C1N=C(S2)N)C 4-(4,4,5,5-tetramethyl-1,3,2-dioxaborolan-2-ylisoquinolin-1-yl)benzo[d]thiazol-2-amine